COCCN(C)CC1=CC=C(C=C1)S(=O)(N)=N 4-(((2-methoxyethyl)(methyl)amino)methyl)benzenesulfonimidamide